3-Bromo-6-(2-chlorophenyl)-7-hydroxythieno[3,2-b]pyridin-5(4H)-one BrC1=CSC2=C1NC(C(=C2O)C2=C(C=CC=C2)Cl)=O